NC=1N=C(SC1C(C1=CC=C(C=C1)OC(F)F)=O)N(C1=CC=C(C=C1)F)C(C(=O)N)C (N-[4-amino-5-[4-(difluoromethoxy)benzoyl]thiazol-2-yl]-4-fluoro-anilino)propanamide